ClC1=CC=C(C=N1)NC1=NC=CC2=CC(=CC=C12)O[C@@H]1[C@@H](COC1)O |r| rac-(3R,4S)-4-((1-((6-chloropyridin-3-yl)amino)isoquinolin-6-yl)oxy)tetrahydrofuran-3-ol